ClC=1C(=C(C(=CC1)C)C1=CN=CC(=N1)C(=O)O)F 6-(3-Chloro-2-fluoro-6-methylphenyl)pyrazine-2-carboxylic acid